{2-[4-(cyclopropylmethyl)piperazin-1-yl]pyrimidin-5-yl}boronic acid C1(CC1)CN1CCN(CC1)C1=NC=C(C=N1)B(O)O